ClC1=CC=C(O1)C1C(=NN(C1(C(=O)NCC1CN(C(CO1)C)C)C)C1=C(C=C(C=C1)F)F)C1=C(C=C(C=C1)F)F 4-(5-chlorofuran-2-yl)-1,3-bis(2,4-difluorophenyl)-N-((4,5-dimethylmorpholin-2-yl)methyl)-5-methyl-4,5-dihydro-1H-pyrazole-5-carboxamide